FC=1C(=NC=C(C1)F)CNC(=O)C1=CN=C(S1)N1CCC(CC1)N1C[C@H](CCC1)C1=CC=CC=C1 |r| rac-N-[(3,5-Difluoropyridin-2-yl)methyl]-2-(3-phenyl[1,4'-bipiperidin]-1'-yl)-1,3-thiazole-5-carboxamide